1-Cyanoethyl-2-ethyl-4-methylimidazol C(#N)C(C)C1=C(N=C(N1)CC)C